6-(2-(4-Methoxyphenyl)-5,6-dihydro-4H-pyrrolo[1,2-b]pyrazol-3-yl)quinoxaline COC1=CC=C(C=C1)C=1C(=C2N(N1)CCC2)C=2C=C1N=CC=NC1=CC2